rac-[(2R,SR)-5-amino-1-{2-[1-(cyclopropylmethyl)-1H-pyrrolo[2,3-b]pyridin-2-yl]-7-methoxy-1-methyl-1H-1,3-benzodiazole-5-carbonyl}piperidin-2-yl]methanol N[C@H]1CC[C@@H](N(C1)C(=O)C1=CC2=C(N(C(=N2)C2=CC=3C(=NC=CC3)N2CC2CC2)C)C(=C1)OC)CO |r|